6-chloro-7-[(2R)-2-[[(3-chloropyridin-2-yl)oxy]methyl]pyrrolidin-1-yl]-1-[(1-methyl-pyrazol-4-yl)methyl]-4-oxoquinoline-3-carboxylic acid ClC=1C=C2C(C(=CN(C2=CC1N1[C@H](CCC1)COC1=NC=CC=C1Cl)CC=1C=NN(C1)C)C(=O)O)=O